C1=CC=C2C=C3C(=CC2=C1)C=CC=C3Cl Chloroanthracene